O=S1(C(CCC1)C1=CC(=C(OC2=CC=C(C=C2)CCC2CCN(CC2)C(=O)OC(C)(C)C)C=C1)C=1C2=C(C(N(C1)C)=O)N(C=C2)S(=O)(=O)C2=CC=C(C=C2)C)=O tert-butyl 4-[2-[4-[4-(1,1-dioxothiolan-2-yl)-2-[6-methyl-7-oxo-1-(p-tolylsulfonyl)pyrrolo[2,3-c]pyridin-4-yl]phenoxy]phenyl]ethyl]piperidine-1-carboxylate